2-(1H-benzimidazol-4-yl)ethanol N1C=NC2=C1C=CC=C2CCO